ONC(=O)C1=CC2=C(OCC(N2CC2=C(C=CC(=C2)C(F)(F)F)C)=O)C=C1 N-hydroxy-4-(2-methyl-5-(trifluoromethyl)benzyl)-3-oxo-3,4-dihydro-2H-benzo[b][1,4]oxazine-6-carboxamide